3-chloro-2-(2,6-difluorobenzyl)-6-(1-(difluoromethyl)cyclopropyl)-2,4,5,6-tetrahydro-7H-Pyrazolo[3,4-c]pyridin-7-one ClC=1N(N=C2C(N(CCC21)C2(CC2)C(F)F)=O)CC2=C(C=CC=C2F)F